C(C)(C)(C)OC(=O)N(C1CCN(CC1)C1=CC=C(C=2N1C=C(N2)C)C(=O)OC)C2CC2 methyl 5-[4-[tert-butoxycarbonyl(cyclopropyl)amino]-1-piperidyl]-2-methyl-imidazo[1,2-a]pyridine-8-carboxylate